tert-Butyl [(1R,2R,3S)-4-azido-2-{(tert-butyl(dimethyl)silyl)oxy}-1-(hydroxymethyl)-3-methylbutyl]carbamate N(=[N+]=[N-])C[C@@H]([C@H]([C@@H](CO)NC(OC(C)(C)C)=O)O[Si](C)(C)C(C)(C)C)C